6-chloro-4-((3-fluoro-4-(tetrahydro-2H-pyran-4-yl)phenyl)amino)pyridazine-3-carboxylic acid methyl ester COC(=O)C=1N=NC(=CC1NC1=CC(=C(C=C1)C1CCOCC1)F)Cl